NC=1C=C2C(CC(C2=CC1)(C1=C(C=CC=C1)N)C)(C)C 5-amino-1,3,3-trimethyl-1-(2-aminophenyl)-indane